[Si](C)(C)(C(C)(C)C)N1C2=CC=CC=C2C=2C=CC=CC12 9-tert-butyldimethylsilylcarbazole